tert-butyl ((2S,3R)-3-((3-bromobenzyl)oxy)-1-(methylamino)-1-oxobutan-2-yl)carbamate BrC=1C=C(CO[C@@H]([C@@H](C(=O)NC)NC(OC(C)(C)C)=O)C)C=CC1